((1r,4r)-4-(2-(4-(4-(2,6-dioxopiperidin-3-yl)phenyl)piperazin-1-yl)-2-methylpropyl)cyclohexyl)nicotinamide O=C1NC(CCC1C1=CC=C(C=C1)N1CCN(CC1)C(CC1CCC(CC1)C1=C(C(=O)N)C=CC=N1)(C)C)=O